CSCCNC1=C2C(=NC(=N1)SCCC(F)(F)F)N(C=N2)[C@H]3[C@@H]([C@@H]([C@H](O3)COP(=O)([O-])OP(=O)(C(P(=O)([O-])[O-])(Cl)Cl)[O-])O)O The molecule is an organophosphate oxoanion obtained by deprotonation of the phosphate and phosphonate OH groups of cangrelor. It is an organophosphate oxoanion and an organophosphonate oxoanion. It is a conjugate base of a cangrelor.